(6-fluoroquinolin-8-yl)pyridine-2,6-diamine FC=1C=C2C=CC=NC2=C(C1)C=1C(=NC(=CC1)N)N